O=C1NC(CCC1N1C(C(=CC1=O)NC=1C=C(C=CC1)C(C)NC(OC(C)(C)C)=O)=O)=O tert-Butyl (1-(3-((1-(2,6-dioxopiperidin-3-yl)-2,5-dioxo-2,5-dihydro-1H-pyrrol-3-yl)amino)-phenyl)ethyl)carbamate